BrC1=CC(=NC=C1)CC(F)(F)F 4-bromo-2-(2,2,2-trifluoroethyl)pyridine